(1S,4s)-4-(2-((1R,2R)-2-hydroxycyclopentylamino)-8-(2,4,6-trifluorophenylamino)-9H-purin-9-yl)cyclohexanecarboxamide O[C@H]1[C@@H](CCC1)NC1=NC=C2N=C(N(C2=N1)C1CCC(CC1)C(=O)N)NC1=C(C=C(C=C1F)F)F